OC(C(=O)N)=CC(=CC(C=O)C)C hydroxy-4,6-dimethyl-7-oxo-2,4-heptadienamide